tert-butyl 2-((4-(((6-methylpyridazin-3-yl)methyl)amino)-6-(5-methylpyrimidin-2-yl)quinazolin-8-yl)oxy)acetate Tert-butyl-2-bromoacetate C(C)(C)(C)OC(CBr)=O.CC1=CC=C(N=N1)CNC1=NC=NC2=C(C=C(C=C12)C1=NC=C(C=N1)C)OCC(=O)OC(C)(C)C